4-(4-(2-chloro-3-cyano-6-methylpyridin-4-yl)-1,4-diazacycloheptan-1-yl)-N,N-dimethylbenzamide ClC1=NC(=CC(=C1C#N)N1CCN(CCC1)C1=CC=C(C(=O)N(C)C)C=C1)C